C(C)P(OCC)(OCC)=O diethyl (ethylphosphonate)